5-[(4-Chloro-3-methyl-anilino)methylene]-2,2-dimethyl-1,3-dioxan-4,6-dione ClC1=C(C=C(NC=C2C(OC(OC2=O)(C)C)=O)C=C1)C